C1(=CC(=CC=C1)N1CCN(CC1)C([C@@H](COC)NC(C([2H])([2H])[2H])=O)=O)C1=CC=CC=C1 (R)-N-(1-(4-([1,1'-biphenyl]-3-yl)piperazin-1-yl)-3-methoxy-1-oxopropan-2-yl)acetamide-2,2,2-d3